N[C@@H]1[C@@H](COC1)NC(=O)C1=CC=2C(=NC=CC2Br)N1 N-((3S,4R)-4-aminotetrahydrofuran-3-yl)-4-bromo-1H-pyrrolo[2,3-b]pyridine-2-carboxamide